(1-(tert-butyl)-8-methoxy-9-(2-methyl-2H-tetrazol-5-yl)-5,6-dihydropyrrolo[2,1-a]isoquinolin-3-yl)((S)-2-methyl-2-((S)-3,3,3-trifluoro-1-hydroxypropyl)pyrrolidin-1-yl)methanone C(C)(C)(C)C=1C=C(N2C1C1=CC(=C(C=C1CC2)OC)C=2N=NN(N2)C)C(=O)N2[C@@](CCC2)([C@H](CC(F)(F)F)O)C